1,3-diisocyanatopropane N(=C=O)CCCN=C=O